tert-butyl 3-[2-[tert-butyl(dimethyl)silyl]oxyethyl]-3,6-diazabicyclo[3.1.1]heptane-6-carboxylate [Si](C)(C)(C(C)(C)C)OCCN1CC2N(C(C1)C2)C(=O)OC(C)(C)C